3-(2-((benzo[d]oxazol-2-ylmethoxy)methyl)-5-methylphenyl)-2-iminothiazolidin-4-one O1C(=NC2=C1C=CC=C2)COCC2=C(C=C(C=C2)C)N2C(SCC2=O)=N